CN1CCN(CC1)C(=O)C1=CC=C(C=C1)NC=1N=CC=2C=C3NNC(C4(N3C2N1)CCCCC4)=O 7'-((4-(4-methylpiperazine-1-carbonyl)phenyl)amino)-1',2'-dihydro-3'H-spiro[cyclohexane-1,4'-pyrimido[5',4':4,5]pyrrolo[2,1-c][1,2,4]triazin]-3'-one